dithiosalicylic acid C(C=1C(O)=CC=CC1)(=S)S